tert-butyl (4R)-4-[7-(1-methylpyrazol-4-yl)imidazo[1,2-a]pyridin-5-yl]oxyazepane-1-carboxylate CN1N=CC(=C1)C1=CC=2N(C(=C1)O[C@H]1CCN(CCC1)C(=O)OC(C)(C)C)C=CN2